lead-chromium oxide [O-2].[Cr+3].[Pb+2]